cycloundecyne C1#CCCCCCCCCC1